4-formyl-2,5-dimethyl-1-[3-(triazol-2-yl)phenyl]pyrrole-3-carboxylic acid ethyl ester C(C)OC(=O)C1=C(N(C(=C1C=O)C)C1=CC(=CC=C1)N1N=CC=N1)C